[Si](C)(C)(C(C)(C)C)O[C@@H]1CC[C@H](CC1)O trans-4-[tert-butyl(dimethyl)silyl]oxycyclohexanol